C12(CC3CC(CC(C1)C3)C2)C(=O)N2[C@@H](CCC2)C(=O)N[C@H](C(=O)N[C@@H](CCC(=O)OC(C)(C)C)C(=O)N[C@H](C(=O)OC)C(C)C)CC(C)C tert-Butyl (S)-4-((S)-2-((S)-1-((3S,5S,7S)-adamantane-1-carbonyl)pyrrolidine-2-carboxamido)-4-methylpentanamido)-5-(((S)-1-methoxy-3-methyl-1-oxobutan-2-yl)amino)-5-oxopentanoate